C1(CC1)C1=C(C=NC=C1)N1CCN(CC1)C(=O)C1=NN(C(C2=CC=C(C=C12)F)=O)C 4-(4-(4-cyclopropylpyridin-3-yl)piperazine-1-carbonyl)-6-fluoro-2-methylphthalazin-1(2H)-one